FC(C(=O)O)(F)F.NCC(CN1N=NN(C1=O)C=1SC=C(C1)C1=CC=C(C=C1)S(=O)(=O)C)=C(F)F 1-[2-(aminomethyl)-3,3-difluoro-allyl]-4-[4-(4-methylsulfonylphenyl)-2-thienyl]tetrazol-5-one trifluoroacetate